(S)-quinuclidin-3-yl (7-(3-chloro-4-isopropoxyphenyl)-3,3-dimethylchroman-4-yl)carbamate ClC=1C=C(C=CC1OC(C)C)C1=CC=C2C(C(COC2=C1)(C)C)NC(O[C@@H]1CN2CCC1CC2)=O